C(C)(C)(C)OOC(C)(C)OC1=CC=C(C=C1)OC(C)(C)OOC(C)(C)C 1,4-bis[alpha-(tert-butylperoxy)-isopropoxy]benzene